BrC=1C(=NC(=C(C1)C)OC(C)C)NC1=C(C(=CC=C1C)OCC1=CC=C(C=C1)OC)C 3-Bromo-6-isopropoxy-N-(3-((4-methoxybenzyl)oxy)-2,6-dimethylphenyl)-5-methylpyridin-2-amine